4-((4-cyclohexylphenyl)amino)-2-(2-cyclopropylmorpholino)-6-isopropyl-5,6-dihydro-7H-pyrrolo[3,4-d]pyrimidin-7-one C1(CCCCC1)C1=CC=C(C=C1)NC=1C2=C(N=C(N1)N1CC(OCC1)C1CC1)C(N(C2)C(C)C)=O